C(C)C(CC1(C2=CC=CC=C2C=2C=CC=CC12)CC(CCCC)CC)CCCC 9,9-bis(2-ethylhexyl)fluoren